2-(5-chloro-2-nitrophenyl)-4,4,5,5-tetramethyl-1,3,2-dioxaborolane ClC=1C=CC(=C(C1)B1OC(C(O1)(C)C)(C)C)[N+](=O)[O-]